C1(=CC=CC=C1)C(N1[C@@H]([C@H](C1)CS(=O)(=O)[O-])C)C1=CC=CC=C1 (2R,3S)-1-(diphenylmethyl)-2-methylazetidin-3-yl-methanesulfonate